(S)-N-(4-(4-amino-7-(pyridin-4-yl)pyrazolo[1,5-a]pyrazin-3-yl)-2-(1-(4-fluoro-phenyl)ethoxy)phenyl)-1,1-difluoromethane-sulfonamide NC=1C=2N(C(=CN1)C1=CC=NC=C1)N=CC2C2=CC(=C(C=C2)NS(=O)(=O)C(F)F)O[C@@H](C)C2=CC=C(C=C2)F